(E)-N,N-diethyl-5-(5-(ethylamino)-3-methyl-2-((4-nitrophenyl)diazenyl)phenoxy)Naphthalene-2-amine C(C)N(C1=CC2=CC=CC(=C2C=C1)OC1=C(C(=CC(=C1)NCC)C)\N=N\C1=CC=C(C=C1)[N+](=O)[O-])CC